(3-Amino-5-trifluoromethyl-piperidin-1-yl)-quinoline-8-carbonitrile hydrochloride Cl.NC1CN(CC(C1)C(F)(F)F)C1=NC2=C(C=CC=C2C=C1)C#N